2-methylimidazo[1,2-b]pyridazine-8-carbonitrile dihydrochloride Cl.Cl.CC=1N=C2N(N=CC=C2C#N)C1